(±)-allyl 2-[4-[3-[tert-butylsulfinyl(2-trimethylsilylethoxymethyl)amino]oxetan-3-yl] phenyl]acetate C(C)(C)(C)[S@@](=O)N(C1(COC1)C1=CC=C(C=C1)CC(=O)OCC=C)COCC[Si](C)(C)C |r|